(4-fluoro-2-hydroxy-3-methylphenyl)methanone FC1=C(C(=C(C=C1)C=O)O)C